BrC1=C(NC(CC(=O)O)=O)C=C(C(=C1)F)OC 3-(2-bromo-4-fluoro-5-methoxy-anilino)-3-oxo-propanoic acid